2-(4,6-dichloro-5-(2-(trifluoromethoxy)phenyl)-1H-benzo[d]imidazol-2-yl)-2-(4-(ethylsulfonyl)phenyl)ethanol ClC1=C(C(=CC=2NC(=NC21)C(CO)C2=CC=C(C=C2)S(=O)(=O)CC)Cl)C2=C(C=CC=C2)OC(F)(F)F